N-(1-Benzyl-2-oxopyrrolidin-3-yl)-2-bromo-N-(3-methoxy-5-(trifluoromethoxy)phenyl)-5-methylthiazole-4-carboxamide C(C1=CC=CC=C1)N1C(C(CC1)N(C(=O)C=1N=C(SC1C)Br)C1=CC(=CC(=C1)OC(F)(F)F)OC)=O